C(C(=O)O)(=O)O.[13CH2]([13CH3])N(C(C1=C(C=CC(=C1)F)OC1=C(N=CN=N1)N1CC2(CN(C2)[C@@H](C(C)C)CCCN(C)CCOC)CC1)=O)[13CH]([13CH3])[13CH3] (R)-N-(ethyl-13C2)-5-fluoro-2-((5-(2-(6-((2-methoxyethyl)(methyl)amino)-2-methylhexan-3-yl)-2,6-diazaspiro[3.4]octan-6-yl)-1,2,4-triazin-6-yl)oxy)-N-(propan-2-yl-13C3)benzamide oxalate